(S)-2-(2-((S)-1-(2,3-Difluorobenzyl)-5-oxopyrrolidin-2-yl)acetamido)-3-methyl-N-propoxybutanamide FC1=C(CN2[C@@H](CCC2=O)CC(=O)N[C@H](C(=O)NOCCC)C(C)C)C=CC=C1F